BrC1=CC(=C(OC=2C=CC(=C(C2)S(=O)(=O)NC2(CC2)CSC)OC)C(=C1)Cl)Cl 5-(4-bromo-2,6-dichloro-phenoxy)-2-methoxy-N-[1-(methylsulfanylmethyl)cyclopropyl]benzenesulfonamide